FC(S(=O)(=O)N1C=NC=C1)F 1-((difluoromethyl)sulfonyl)-1H-imidazole